2,4-BIS(BENZYLOXY)PHENYLBORONIC ACID C(C1=CC=CC=C1)OC1=C(C=CC(=C1)OCC1=CC=CC=C1)B(O)O